6-T-BUTYLDIMETHYLSILYLOXY-2-NAPHTHALENEBORONIC ACID [Si](C)(C)(C(C)(C)C)OC=1C=C2C=CC(=CC2=CC1)B(O)O